C1CCC2=C(C=3CCCC3C=C12)NC(=O)NS(=O)(=O)C=CC1NCCC1 N-((1,2,3,5,6,7-hexahydro-s-indacen-4-yl)carbamoyl)-2-(pyrrolidin-2-yl)vinylsulfonamide